(1S,2R)-2-((S)-8-(benzo[d]isoxazol-3-ylmethoxy)-5-chloro-1-((2-oxopyrrolidin-1-yl)methyl)-1,2,3,4-tetrahydroisoquinoline-2-carbonyl)cyclohexane-1-carbonitrile O1N=C(C2=C1C=CC=C2)COC=2C=CC(=C1CCN([C@@H](C21)CN2C(CCC2)=O)C(=O)[C@H]2[C@H](CCCC2)C#N)Cl